7-chloro-dibenzo[b,d]furan-2-sulfonic acid ClC1=CC2=C(C3=C(O2)C=CC(=C3)S(=O)(=O)O)C=C1